cyclohexyl-ethynol C1(CCCCC1)C#CO